C(CC)N1C(C=CC=C1)=O 1-propylpyridin-2(1H)-one